N,N-diisobutyldithiocarbamate C(C(C)C)N(C([S-])=S)CC(C)C